C(C1=CC=CC=C1)OC1=C(C(=NC(=C1C(C(=O)OCC)=O)C)Cl)C(=O)OCC ethyl 4-benzyloxy-2-chloro-5-(2-ethoxy-2-oxo-acetyl)-6-methyl-pyridine-3-carboxylate